tert-butyl 7-[2-[tert-butyl(dimethyl)silyl]oxyethyl]-2,7-diazaspiro[3.4]octane-2-carboxylate [Si](C)(C)(C(C)(C)C)OCCN1CCC2(CN(C2)C(=O)OC(C)(C)C)C1